OC(CN1CCNCC1)(CC)C1=CC=C2CNC(C2=C1)=O 6-[2-hydroxy-1-(piperazin-1-yl)butan-2-yl]-2,3-dihydro-1H-isoindol-1-one